C1=NC2=C(N1[C@H]3[C@@H]([C@@H]([C@H](O3)COP(=O)([O-])[O-])O)O)N=C(NC2=O)N.[Na+].[Na+] The molecule is an organic sodium salt that is the disodium salt of GMP. It has a role as a flavouring agent. It contains a guanosine 5'-monophosphate(2-).